NC1CCC(CC1)NC1=NC2=C(C=C(C=C2C=N1)C=1C=CC(=NC1OC)NS(=O)(=O)C1=C(C=CC=C1)Cl)C(F)(F)F N-(5-(2-(((1r,4r)-4-aminocyclohexyl)amino)-8-(trifluoromethyl)quinazolin-6-yl)-6-methoxypyridin-2-yl)-2-chlorobenzenesulfonamide